OB1OC=2C(=C3C(=NC2)NC=C3)C(=C1)[C@@H]1CN(CC[C@@H]1C)C(CC#N)=O 3-(cis-3-(7-hydroxy-3,7-dihydro-[1,2]oxaborinino[5,6-d]pyrrolo[2,3-b]pyridin-9-yl)-4-methylpiperidin-1-yl)-3-oxopropanenitrile